calcium biphenyl-3,3'-disulfonate C1(=CC(=CC=C1)S(=O)(=O)[O-])C1=CC(=CC=C1)S(=O)(=O)[O-].[Ca+2]